ClC1=CC(=C(C=C1)N1CCC(=CC1)C1=C(C(=NN1C)C)[N+](=O)[O-])F 1-(4-chloro-2-fluorophenyl)-4-(1,3-dimethyl-4-nitro-1H-pyrazol-5-yl)-1,2,3,6-tetrahydropyridine